((benzyloxy)carbonyl)-L-homoserine C(C1=CC=CC=C1)OC(=O)N[C@@H](CCO)C(=O)O